3-(Pyrimidin-4-ylsulfanyl)isonicotinic acid N1=CN=C(C=C1)SC1=C(C(=O)O)C=CN=C1